CCCCCCCCCC(CCCCCCCCC)=O nonadecan-10-one